(3-(7-fluoro-2-(2-methoxypyridin-4-yl)imidazo[1,2-b]pyridazin-8-yl)-3,8-diazabicyclo[3.2.1]octan-8-yl)((1S,2R)-2-fluorocyclopropyl)methanone FC1=C(C=2N(N=C1)C=C(N2)C2=CC(=NC=C2)OC)N2CC1CCC(C2)N1C(=O)[C@H]1[C@@H](C1)F